ClCC1=C(C(=O)NC2=NC3=C(N2)C(=CC=C3C3=CC=CC=C3)OC)C=CC=C1 chloromethyl-N-(7-methoxy-4-phenyl-1H-benzoimidazol-2-yl)-benzamide